C(C)(C)(C)C1=CC=C(C=C1)C#CC1=CC=C(C=C1)C(C)(C)C 1,2-bis(4-t-butylphenyl)acetylene